4-(3-(cyclopropylmethoxy)-4-(difluoromethoxy)phenyl)-N-(2,4-difluorobenzyl)-2-(hydroxymethyl)pyrrolidine-1-carboxamide C1(CC1)COC=1C=C(C=CC1OC(F)F)C1CC(N(C1)C(=O)NCC1=C(C=C(C=C1)F)F)CO